(1R,8R,9R,10S,11S,12R,Z)-8-(((R)-tert-butylsulfinyl)amino)-3-(((methylsulfonyl)oxy)methyl)-13-oxa-2-thiabicyclo[7.3.1]tridec-5-ene-10,11,12-triyl tribenzoate C(C1=CC=CC=C1)(=O)O[C@H]1[C@H]2[C@@H](C\C=C/CC(S[C@H]([C@@H]([C@H]1OC(C1=CC=CC=C1)=O)OC(C1=CC=CC=C1)=O)O2)COS(=O)(=O)C)N[S@](=O)C(C)(C)C